3-difluoromethyl-1-methyl-1H-pyrazole-4-carboxylic acid (9-dichloromethylene-1,2,3,4-tetrahydro-1,4-methano-naphthalen-5-yl)-amide ClC(=C1C2CCC1C1=C(C=CC=C21)NC(=O)C=2C(=NN(C2)C)C(F)F)Cl